ClC1=CC=C(C=N1)NC1=NC=CC2=CC(=CC=C12)OCCN1C(COCC1)C(=O)OC methyl 4-(2-((1-((6-chloropyridin-3-yl)amino)isoquinolin-6-yl)oxy)ethyl)morpholine-3-carboxylate